(3R,5'S)-6-bromo-1'-[(2S)-4-methyl-2-[(2S)-N-methyl-2-(2,2,2-trifluoroacetamido)propanamido]pentanoyl]-2-oxo-1H-spiro[pyrazolo[1,5-a]imidazole-3,3'-pyrrolidine]-5'-carboxamide BrC1=NN2C(NC([C@@]23CN([C@@H](C3)C(=O)N)C([C@H](CC(C)C)N(C([C@H](C)NC(C(F)(F)F)=O)=O)C)=O)=O)=C1